FC1=CC=C(C=N1)NC(OC[C@@H]1OC2=C(C3=C(N=C(S3)C3=C4N=CC(=NC4=CC(=C3)C)OC)C(=C2)F)OC1)=O (R)-(4-fluoro-2-(2-methoxy-7-methylquinoxalin-5-yl)-7,8-dihydro-[1,4]dioxino[2',3':3,4]benzo[1,2-d]thiazol-7-yl)methyl (6-fluoropyridin-3-yl)carbamate